BrC1=CC=C(C=C1)C1=CC=C(C=C1)OC 4-bromo-4'-methoxybiphenyl